C1(CC1)OC1=C(C=NC=C1)C(=O)NC1=CC(=C(C(=C1)F)OC1=CC=NC2=CC(=CC=C12)OC)F 4-cyclopropoxy-N-(3,5-difluoro-4-((7-methoxyquinolin-4-yl)oxy)phenyl)pyridine-3-carboxamide